N,N,N-tributyl-amine C(CCC)N(CCCC)CCCC